C(C)(C)(C)OC(=O)O[C@@H]1[C@H]([C@H](N(C1)C(=O)OC(C)(C)C)CC1=CC=C(C=C1)OC)OC(CCN1CCN(CC1)C)=O tert-butyl (2R,3S,4S)-4-[(tert-butoxy carbonyl)oxy]-2-[(4-methoxyphenyl)methyl]-3-{[3-(4-methylpiperazin-1-yl)propanoyl]oxy}pyrrolidine-1-carboxylate